NC1=C(C=C(C=N1)C=1C=C2C(=CNC2=CC1)CN1CCN(CC1)C(C)=O)OCC1=C(C=CC=C1Cl)Cl 1-(4-{5-[6-amino-5-(2,6-dichloro-benzyloxy)-pyridin-3-yl]-1H-indol-3-ylmethyl}-piperazin-1-yl)-ethanone